C(CC1=CC=CC=C1)N1C(=NC2=C1C=CC=C2)C2=C(C=CC=C2)Cl 1-phenethyl-2-(2-chlorophenyl)-benzo[d]imidazole